CC1(CC(N(C1)C=1C=2N(N=C(C1)C=1C(NC(NC1)=O)=O)C=CN2)=O)C 5-(8-(4,4-dimethyl-2-oxopyrrolidin-1-yl)imidazo[1,2-b]pyridazin-6-yl)pyrimidine-2,4(1H,3H)-dione